Cl.COC=1C=C(OCCCCC=2C=CC3=C(NC(=N3)C(=O)N3CCNCC3)C2)C=CC1 (6-(4-(3-methoxyphenoxy)butyl)-1H-benzo[d]imidazol-2-yl)(piperazin-1-yl)methanone hydrochloride